CNC1=CC(=NC=C1C=1SC(=NN1)C1CNCC1)N1C=CC=2C1=NC=C(C2)C#N (4-(methylamino)-5-(5-(pyrrolidin-3-yl)-1,3,4-thiadiazol-2-yl)pyridin-2-yl)-1H-pyrrolo[2,3-b]pyridine-5-carbonitrile